methyl (2,4,5-trifluorobenzyl)carbamimidothioate hydroiodide I.FC1=C(CNC(=N)SC)C=C(C(=C1)F)F